[K].[N+](=O)([O-])C(C1=C(N=NN1)[N+](=O)[O-])[N+](=O)[O-] 5-dinitromethyl-4-nitro-1,2,3-triazole potassium salt